1-propyl-3-ethylpyridinium triflate [O-]S(=O)(=O)C(F)(F)F.C(CC)[N+]1=CC(=CC=C1)CC